ClC=1C=C(C=NC1N1N=CC=N1)NC(=O)C=1C=NN(C1C(F)(F)F)C1=CN=C(C2=CC=CC=C12)F N-(5-chloro-6-(2H-1,2,3-triazol-2-yl)pyridin-3-yl)-1-(1-fluoroisoquinolin-4-yl)-5-(trifluoromethyl)-1H-pyrazole-4-carboxamide